Cl.N ammonia hydrochloride